FC1CN(CCC1NC(=O)C1=NC2=CC(=CC=C2C=N1)C1=CC(=CC=C1)NC(C=C)=O)C N-(3-fluoro-1-methylpiperidin-4-yl)-7-[3-(prop-2-enamido)phenyl]quinazoline-2-carboxamide